C1(CC1)N1C=C(C(C2=CC(=C(C=C12)N1CCNCC1)F)=O)C(=O)O 1-cyclopropyl-6-fluoro-4-oxo-7-piperazin-1-ylquinoline-3-carboxylic acid